5'-((((((2-methyl-[1,1'-biphenyl]-3,3'-diyl)bis(methylene))bis(oxy))bis(4-chloro-2-(((2-hydroxyethyl)amino)methyl)-5,1-phenylene))bis(oxy))bis(methylene))dinicotinonitrile CC1=C(C=CC=C1COC=1C(=CC(=C(C1)OCC1=C(C#N)C=CC=N1)CNCCO)Cl)C1=CC(=CC=C1)COC=1C(=CC(=C(C1)OCC1=C(C#N)C=CC=N1)CNCCO)Cl